Tert-butyl 4-((6-chloropyridazin-3-yl)oxy)piperidine-1-carboxylate ClC1=CC=C(N=N1)OC1CCN(CC1)C(=O)OC(C)(C)C